4,4',4''-(1-methylpropanyl-3-ylidene)tris(6-tert-butyl-m-cresol) CC1=CC(=C(C=C1C(C)CC(C2=CC(=C(C=C2C)O)C(C)(C)C)C3=CC(=C(C=C3C)O)C(C)(C)C)C(C)(C)C)O